(2R)-2-(6-{5-chloro-2-[(oxan-4-yl)amino]pyrimidin-4-yl}-1-oxo-2,3-dihydro-1H-isoindol-2-yl)-N-[(1R)-1-[3-(difluoromethoxy)-phenyl]ethyl]-3-hydroxypropanamide ClC=1C(=NC(=NC1)NC1CCOCC1)C1=CC=C2CN(C(C2=C1)=O)[C@@H](C(=O)N[C@H](C)C1=CC(=CC=C1)OC(F)F)CO